methyl-4-thioureidobenzamide CC1=C(C(=O)N)C=CC(=C1)NC(=S)N